19-(dimethylamino)octacos-11-enoate CN(C(CCCCCCC=CCCCCCCCCCC(=O)[O-])CCCCCCCCC)C